ethyl 4-benzyloxy-2-[2-(3,4-difluoro-2-methyl-phenoxy)-3-quinolyl]-5-(dimethylamino)-6-methyl-pyridine-3-carboxylate C(C1=CC=CC=C1)OC1=C(C(=NC(=C1N(C)C)C)C=1C(=NC2=CC=CC=C2C1)OC1=C(C(=C(C=C1)F)F)C)C(=O)OCC